[Si](C)(C)(C(C)(C)C)N=S(=O)(N)C1=NN(C(=C1)CO[Si](C)(C)C(C)(C)C)CCO[Si](C)(C)C(C)(C)C N'-(tert-butyldimethylsilyl)-1-(2-((tert-butyldimethylsilyl)oxy)ethyl)-5-(((tertbutyldimethylsilyl)oxy)methyl)-1H-pyrazole-3-sulfonimidamide